[Nb].[Se] selenium Niobium